trimethoxysilylpropyl-aziridine CO[Si](OC)(OC)CCCN1CC1